[Si](C)(C)(C(C)(C)C)OCC1=CN=C(O1)C1CC(CC1)C(CC#N)=O 3-(3-(5-(((tert-butyldimethylsilyl)oxy)methyl)oxazol-2-yl)cyclopentyl)-3-oxopropanenitrile